3-(benzothiazol-2-yl)-7-(diethylamino)-coumarin S1C(=NC2=C1C=CC=C2)C=2C(OC1=CC(=CC=C1C2)N(CC)CC)=O